N-tert-butyl-2-{[2-(4-ethylpyridin-2-yl)-5H,6H,7H-cyclopenta[d]pyrimidin-4-yl](methyl)amino}acetamide C(C)(C)(C)NC(CN(C)C=1C2=C(N=C(N1)C1=NC=CC(=C1)CC)CCC2)=O